6,7-dimethoxy-1,2,3,4-tetrahydroisoquinoline-1-formic acid COC=1C=C2CCNC(C2=CC1OC)C(=O)O